N'-hydroxy-3-methyl-5-nitropyridine-2-carboxamidine ON=C(N)C1=NC=C(C=C1C)[N+](=O)[O-]